1-dodecyl-3-(1,1,3,3-tetramethylbutyl)imidazolium 2-ethylhexanoate C(C)C(C(=O)[O-])CCCC.C(CCCCCCCCCCC)N1C=[N+](C=C1)C(CC(C)(C)C)(C)C